(S)-4-(4-(2,3-dichloro-6-hydroxyphenyl)-2-oxopyrrolidin-1-yl)-1-methylpyridin-2(1H)-one ClC1=C(C(=CC=C1Cl)O)[C@@H]1CC(N(C1)C1=CC(N(C=C1)C)=O)=O